3-bromo-5-iodo-2-((1S)-1-methoxyethyl)pyridine BrC=1C(=NC=C(C1)I)[C@H](C)OC